(6S,8R)-3-chloro-N-(5-chloro-6-(2H-1,2,3-triazol-2-yl)pyridin-3-yl)-2-fluoro-8-methyl-8-(1-methyl-1H-pyrazol-4-yl)-7,8-dihydro-6H-cyclopenta[e]pyrazolo[1,5-a]pyrimidine-6-carboxamide ClC=1C(=NN2C1N=CC1=C2[C@](C[C@@H]1C(=O)NC=1C=NC(=C(C1)Cl)N1N=CC=N1)(C=1C=NN(C1)C)C)F